C(C)(=O)N[C@H](C(=O)N[C@H](C(C(C(=O)O)(C)C)=O)CC(C)C)CO (4S)-4-[(2S)-2-Acetamido-3-hydroxypropanamido]-2,2,6-trimethyl-3-oxoheptanoic acid